benzyl 2-[1-(2,6-dioxo-3-piperidyl)-3-methyl-2-oxo-benzimidazol-4-yl]-5,5-difluoro-2,7-diazaspiro[3.5]nonane-7-carboxylate O=C1NC(CCC1N1C(N(C2=C1C=CC=C2N2CC1(C2)C(CN(CC1)C(=O)OCC1=CC=CC=C1)(F)F)C)=O)=O